C1(CC1)C1=CC=C(C=C1)C(C1=CC=CC=C1)C1=NC=CC=C1 ((4-cyclopropylphenyl)(phenyl)methyl)pyridine